C(OC=1CC(NC(C1SC1=C(C=C(C=C1)Cl)Cl)=O)(C1=CSC=C1)C1=CC=C(C=C1)N1CCOCC1)(OCCOC)=O 5-((2,4-dichlorophenyl)thio)-2-(4-morpholinophenyl)-6-oxo-2-(thiophen-3-yl)-1,2,3,6-tetrahydropyridin-4-yl (2-methoxyethyl) carbonate